O(C1=CC=CC=C1)C1=C(C=CC=C1)SC1=CC=C(C=C1)Br (4-bromophenyl) (2-phenoxyphenyl) sulfide